(R)-1-(6-methylpyridin-3-yl)ethyl 4-[6-(1-methyl-1H-pyrazol-4-yl)pyrazolo[1,5-a]pyridin-3-yl]piperazine-1-carboxylate CN1N=CC(=C1)C=1C=CC=2N(C1)N=CC2N2CCN(CC2)C(=O)O[C@H](C)C=2C=NC(=CC2)C